ClC1=CC=CC=2OC3=C(C21)C(=CC=C3)C3=CC=CC=C3 1-chloro-9-phenyldibenzo[b,d]furan